C(C1=CC=CC=C1)N1[C@@H](CCC1=O)C(=O)OC(C)(C)C (S)-tert-butyl 1-benzyl-5-oxopyrrolidine-2-carboxylate